Tert-butyl (3R,4R)-3-azido-4-((dimethylamino)methyl)pyrrolidine-1-carboxylate N(=[N+]=[N-])[C@H]1CN(C[C@H]1CN(C)C)C(=O)OC(C)(C)C